NC1=NC(=CC(=N1)N1CCC2(C[C@H](NC2)C(=O)O)CC1)O[C@@H](C(F)(F)F)C1=CC=C(C=C1)C1=CC(=CC=C1)F (S)-8-(2-amino-6-((R)-2,2,2-trifluoro-1-(3'-fluoro-[1,1'-biphenyl]-4-yl)ethoxy)pyrimidin-4-yl)-2,8-diazaspiro[4.5]decane-3-carboxylic acid